1-(4-fluorophenyl)-1H-1,2,3-triazole 3-oxide FC1=CC=C(C=C1)N1N=[N+](C=C1)[O-]